cyclopenta[a]phenanthren-16-yl acetate C(C)(=O)OC=1CC=2C3=CC=C4C=CC=CC4=C3C=CC2C1